NC[C@@]1(OC2=C([C@@H]1C)C(=C(C=C2)Cl)C2=C(C(=O)N)C=CC(=C2F)OC(F)F)C2=CC=CC=C2 2-((2S,3S,4R)-2-(aminomethyl)-5-chloro-3-methyl-2-phenyl-2,3-dihydrobenzofuran-4-yl)-4-(difluoromethoxy)-3-fluorobenzamide